6-(6-methoxy-5-{[(2-methoxy-pyridin-3-yl)methyl]carbamoyl}pyridin-3-yl)-N-methyl-1H-indazole-3-carboxamide COC1=C(C=C(C=N1)C1=CC=C2C(=NNC2=C1)C(=O)NC)C(NCC=1C(=NC=CC1)OC)=O